BrCC=1C=C(C(=C(C1)[N+](=O)[O-])Cl)C(F)(F)F 5-(bromomethyl)-2-chloro-1-nitro-3-(trifluoromethyl)benzene